[2H]C1(N(C(C(N(C1([2H])[2H])C1=NC=C(C=C1C1=NC=CN=C1)O)([2H])[2H])([2H])[2H])[C@H]1CC2(CN(C2)C(=O)OCC)CC1)[2H] ethyl (6R)-6-[2,2,3,3,5,5,6,6-octadeuterio-4-(5-hydroxy-3-pyrazin-2-yl-2-pyridyl)piperazin-1-yl]-2-azaspiro[3.4]octane-2-carboxylate